3-(1-oxo-6-(4-(((1r,4r)-4-(((tetrahydro-2H-pyran-2-yl)oxy)methyl)cyclohexyl)methyl)piperazin-1-yl)isoindolin-2-yl)piperidine-2,6-dione O=C1N(CC2=CC=C(C=C12)N1CCN(CC1)CC1CCC(CC1)COC1OCCCC1)C1C(NC(CC1)=O)=O